C1(CC1)C1=CC(C2=CC=CC=C2C1=O)=O 3-Cyclopropylnaphthoquinone